1-[2-(adamantan-1-yl)ethoxy]-3-(morpholin-4-yl)propan-2-ol C12(CC3CC(CC(C1)C3)C2)CCOCC(CN2CCOCC2)O